C1(CC1)NC1CCN(CC1)C=1C2=CN(N=C2C(=CC1F)C(=O)NC1=CC2=CN(N=C2C(=C1)F)C)C 4-[4-(cyclopropylamino)-1-piperidyl]-5-fluoro-N-(7-fluoro-2-methyl-indazol-5-yl)-2-methyl-indazole-7-carboxamide